cis-3-(3-(5-(tert-butyl)oxazol-2-yl)cyclopentyl)-1H-pyrazol-5-amine C(C)(C)(C)C1=CN=C(O1)[C@H]1C[C@H](CC1)C1=NNC(=C1)N